methyl 1,2-thiazole-5-carboxylate S1N=CC=C1C(=O)OC